(E)-1-(2-(6-chloro-4-(4-(4-(dimethylamino)but-2-enoyl)piperazin-1-yl)-8-fluoro-7-(5-methyl-1H-indazol-4-yl)quinazolin-2-yloxy)ethyl)pyrrolidin-2-one ClC=1C=C2C(=NC(=NC2=C(C1C1=C2C=NNC2=CC=C1C)F)OCCN1C(CCC1)=O)N1CCN(CC1)C(\C=C\CN(C)C)=O